NC(COC=1C=C(C=C(C(=O)OC)C1)C(=O)OC)=O dimethyl 5-(2-amino-2-oxoethoxy)isophthalate